2-methyl-N-[3-chloro-4-[4-(4-piperidinylsulfonylamino)piperidine-1-carbonyl]phenyl]-5-(2,3-difluoro-4-methoxy-phenyl)-imidazole CC=1N(C(=CN1)C1=C(C(=C(C=C1)OC)F)F)C1=CC(=C(C=C1)C(=O)N1CCC(CC1)NS(=O)(=O)C1CCNCC1)Cl